BrC1=NN2C(N=C(C=C2NCC2(CC=CC2)C2=CC=CC=C2)C(F)(F)F)=C1 2-bromo-N-((1-phenylcyclopent-3-en-1-yl)methyl)-5-(trifluoromethyl)pyrazolo[1,5-a]pyrimidin-7-amine